C1(=CC=CC=C1)C(=CC=C)C1=CC=CC=C1 4,4-diphenylbutadiene